3-(tert-butyl)-2'-((3-methoxypropyl)(5-methyl-2-(p-tolylamino)phenyl)amino)-5-methyl-[1,1'-biphenyl] C(C)(C)(C)C=1C=C(C=C(C1)C)C1=C(C=CC=C1)N(C1=C(C=CC(=C1)C)NC1=CC=C(C=C1)C)CCCOC